tert-butyl (3-((5-bromo-2-chloropyrimidin-4-yl)amino)phenyl)carbamate BrC=1C(=NC(=NC1)Cl)NC=1C=C(C=CC1)NC(OC(C)(C)C)=O